FC(C1=NN=C(O1)C=1C=CC(=NC1)CN1C(SC2=C1C=CC(=C2)C=2C=NC(=CC2)CN2CCOCC2)=O)F 3-((5-(5-(difluoromethyl)-1,3,4-oxadiazole-2-yl)pyridine-2-yl)methyl)-6-(6-(morpholinomethyl)pyridine-3-yl)benzo[d]thiazole-2(3H)-one